FC=1C=C(C=C(C1)F)CCC(=O)NC1=NC=CC2=C1NC1=CC(=CC=C21)OC 3-(3,5-difluorophenyl)-N-(7-methoxy-9H-pyrido[3,4-b]indol-1-yl)propanamide